2-(cyclopropylmethoxy)-1-(difluoromethyl)-4-iodobenzene C1(CC1)COC1=C(C=CC(=C1)I)C(F)F